1-[3-(1,10-phenanthrolin-2-yl)phenyl]-2-phenyl-1H-benzimidazol-4-ol N1=C(C=CC2=CC=C3C=CC=NC3=C12)C=1C=C(C=CC1)N1C(=NC2=C1C=CC=C2O)C2=CC=CC=C2